S1C=C(C=C1)OB(O)O 3-thiophenyl-boric acid